C1(=CC=CC=C1)C=1NC(=C(N1)C)O 2-phenyl-4-methyl-5-hydroxy-imidazole